2-isopropoxy-5-methoxy-4-(1-(4-methoxybenzyl)-6-methyl-7-oxo-6,7-dihydro-1H-pyrazolo[3,4-c]pyridin-4-yl)benzaldehyde C(C)(C)OC1=C(C=O)C=C(C(=C1)C=1C2=C(C(N(C1)C)=O)N(N=C2)CC2=CC=C(C=C2)OC)OC